FC1=C(C=CC=C1)CC(=O)NN 2-(2-fluorophenyl)acethydrazide